CN1C(C(=NC2=CC=CC(=C12)OCC1(CC1)S(=O)(=O)C1(CC1)C)C(=O)O)=O 4-methyl-5-((1-((1-methylcyclopropyl)sulfonyl)cyclopropyl)methoxy)-3-oxo-3,4-dihydroquinoxaline-2-carboxylic acid